C(C)N1N=C(C(=C1)C1=C2CCN(C(C2=CC=C1)=O)C(C)C1=NC=CC(=C1)OC)C(F)(F)F 5-(1-ethyl-3-(trifluoromethyl)-1H-pyrazol-4-yl)-2-(1-(4-methoxypyridin-2-yl)ethyl)-3,4-dihydroisoquinolin-1(2H)-one